4-(1,4-dioxa-5-oxo-6-heptenyl)-6-methyl-2-pyrone O=C(OCCOC1=CC(OC(=C1)C)=O)C=C